NC1=C(C=2C(=NC=C(C2S1)F)C=1C2=C(C=3C=NC(=NC3C1F)N1[C@H]([C@@H](CC1)N1CCN(CC1)C)C)COC2)C#N 2-Amino-7-fluoro-4-(5-fluoro-3-((2S,3R)-2-methyl-3-(4-methylpiperazin-1-yl)pyrrolidin-1-yl)-7,9-dihydrofuro[3,4-f]quinazolin-6-yl)thieno[3,2-c]pyridine-3-carbonitrile